3-(4-Methyl-3-nitrophenyl)-2-(trimethylsilyl)-1H-pyrrolo[2,3-b]pyridine-5-carbonitrile CC1=C(C=C(C=C1)C1=C(NC2=NC=C(C=C21)C#N)[Si](C)(C)C)[N+](=O)[O-]